((S)-2-((S)-3-(6-propan-2-ylbenzo[d]thiazol-2-yl)-2-acrylamidopropionamido)-2-cyclohexylethyl)-2-(2-morpholinoethyl)acrylamide CC(C)C1=CC2=C(N=C(S2)C[C@@H](C(=O)N[C@@H](CC=C(C(=O)N)CCN2CCOCC2)C2CCCCC2)NC(C=C)=O)C=C1